(R)-2-aminopropyl di-tert-butyl phosphate P(=O)(OC[C@@H](C)N)(OC(C)(C)C)OC(C)(C)C